CN1C(=C2OC[C@@H]3[C@H](NS(C2=C1)(=O)=O)CN(C3)C(=O)C=3OC(=NN3)C)C(=O)NC3=CC(=C(C(=C3)F)F)F cis-7-methyl-2-(5-methyl-1,3,4-oxadiazole-2-carbonyl)-N-(3,4,5-trifluorophenyl)-2,3,3a,4,10,10a-hexahydro-1H,7H-dipyrrolo[3,4-b:3',4'-f][1,4,5]oxathiazocine-8-carboxamide 5,5-dioxide